C(C)N(CCC1=C(N(C2=CC=C(C=C12)OC)C(C1=CC=C(C=C1)Cl)=O)C)CC 2-(diethylamino)ethyl-1-(4-chlorobenzoyl)-5-methoxy-2-methyl-1H-indole